2-ethyl-6-methyl-imidazo[1,2-a]pyridine-3-carboxylic acid C(C)C=1N=C2N(C=C(C=C2)C)C1C(=O)O